FC=1C=C(C(=NC1)OC)C1(CC1)C(=O)O 1-(5-fluoro-2-methoxypyridin-3-yl)cyclopropane-1-carboxylic acid